5,7-Difluoro-1-(4-(1-(methylsulfonyl)piperidin-4-yl)phenyl)-1H-indazol-6-ol FC=1C=C2C=NN(C2=C(C1O)F)C1=CC=C(C=C1)C1CCN(CC1)S(=O)(=O)C